(trans)-4-(5-(3,5-dimethylisoxazol-4-yl)-2-(3-fluoro-4-methoxybenzyl)-6-methyl-1H-benzo[d]imidazol-1-yl)cyclohexane-1-carboxylic acid CC1=NOC(=C1C1=CC2=C(N(C(=N2)CC2=CC(=C(C=C2)OC)F)[C@@H]2CC[C@H](CC2)C(=O)O)C=C1C)C